[Na].C1=C(O)C(C)=CC=C1C(C)C carvacrol sodium